(S)-N-(4-AMINO-3,4-DIOXO-1-PHENYLBUTAN-2-YL)-4-CHLORO-1-ETHYL-1H-PYRAZOLE-5-CARBOXAMIDE NC(C([C@H](CC1=CC=CC=C1)NC(=O)C1=C(C=NN1CC)Cl)=O)=O